2-[2-[2-[2-[2-[2-(3-benzyloxypropoxy)ethoxy] ethoxy]ethoxy]ethoxy]ethoxy]ethyl 4-methylbenzenesulfonate CC1=CC=C(C=C1)S(=O)(=O)OCCOCCOCCOCCOCCOCCOCCCOCC1=CC=CC=C1